C1(CC1)C1=NN(C=N1)C1CC2(CN(C2)C(=O)N2CC3(C2)CN(C3)CC3=C(C=C(C=C3)C(F)(F)F)F)C1 [6-(3-cyclopropyl-1,2,4-triazol-1-yl)-2-azaspiro[3.3]heptan-2-yl]-[6-[[2-fluoro-4-(trifluoromethyl)phenyl]methyl]-2,6-diazaspiro[3.3]heptan-2-yl]methanone